C[C@H]1OCCCC1 |o1:1| (2R,4R) or (2S,4S)-2-methyltetrahydro-2H-pyran